N-(3-chloro-2-fluorobenzyl)-2-((2-(3-methyloxacyclobut-3-yl)ethyl)amino)acetamide ClC=1C(=C(CNC(CNCCC2(COC2)C)=O)C=CC1)F